O=S1(OC(C2=C1C=CC=C2)(C2=C(C(=C(C(=C2)C(C)C)O)Br)C)C2=C(C(=C(C(=C2)C(C)C)O)Br)C)=O 4,4'-(1,1-Dioxido-3H-2,1-benzoxathiol-3,3-diyl)bis(2-bromo-6-isopropyl-3-methylphenol)